OC=1C=C(C2=C(OCOC2=O)C1C1C=C(CCC1)C)CCCCC 7-hydroxy-8-(3-methylcyclohex-2-en-1-yl)-5-pentyl-4H-benzo[d][1,3]dioxin-4-one